(3S,4S)-3-[(R)-1-tert-butyldimethylsilyloxyethyl]-4-acetoxy-2-azetidinone [Si](C)(C)(C(C)(C)C)O[C@H](C)[C@@H]1C(N[C@H]1OC(C)=O)=O